FC(C=1C=C(C=CC1)N=C=O)(F)F 3-(trifluoromethyl)phenylisocyanate